iso-Pentyl-4-(6-oxohexahydropyrrolo[1,2-a]pyrazin-2(1H)-yl)-1H-benzo[d]imidazole-1-carboxamide C(CC(C)C)C1=NC2=C(N1C(=O)N)C=CC=C2N2CC1N(CC2)C(CC1)=O